C1(CC1)C1=NOC(=N1)C12CCC(CC1)(CC2)CN2C(OC1=C2C=C(C=C1)C=1C=C(C=CC1)NC(=O)C12CC(C1)(C2)F)C 3-N-((4-(3-cyclopropyl-1,2,4-oxadiazol-5-yl)bicyclo[2.2.2]octan-1-yl)methyl)-3-fluoro-N-(3-(2-methylbenzo[d]oxazol-5-yl)phenyl)bicyclo[1.1.1]pentane-1-carboxamide